6-Fluoro-1-(2-hydroxyethyl)-4-carbonyl-1,4-dihydroquinoline-2-carboxylic acid FC=1C=C2C(C=C(N(C2=CC1)CCO)C(=O)O)=C=O